BrC=1C=C(C=CC1F)CC(CC(=O)NC=1C=CC(=C(C(=O)NC2=C(C(=C(C=C2)F)NC(CC)=O)F)C1)Cl)(Cl)Cl 5-((1R,3R)-3-(3-bromo-4-fluorophenyl)-2,2-dichloropropane-1-carboxamido)-2-chloro-N-(2,4-difluoro-3-propionylaminophenyl)benzamide